CN(C(=O)CC=C)C 3-dimethylaminocarbonyl-1-propene